(S)-1-(7,8-dichloro-4-(1H-imidazol-1-yl)quinolin-2-yl)-5-(hydroxymethyl)pyrrolidin-2-one ClC1=CC=C2C(=CC(=NC2=C1Cl)N1C(CC[C@H]1CO)=O)N1C=NC=C1